O1C(=CC=C1)CS/C(=C/C(=O)C1=CC=CC=C1)/[Si](C)(C)C (E)-3-[(Furan-2-ylmethyl)thio]-1-phenyl-3-(trimethylsilyl)prop-2-en-1-one